FC(C1=NN=C(O1)C=1C=C(C(=NC1)CN(C=1C(C(C1N1CCSCC1)=O)=O)C1=CC=CC=C1)F)F 3-(((5-(5-(difluoromethyl)-1,3,4-oxadiazol-2-yl)-3-fluoropyridin-2-yl)methyl)(phenyl)amino)-4-thiomorpholinocyclobut-3-en-1,2-dione